CN1C(=NC2=C1C=CC(=C2)C(=O)O)NC2=NC1=C(N2)C=CC(=C1)OC(F)(F)F 1-methyl-2-((5-(trifluoromethoxy)-1H-benzo[d]imidazol-2-yl)amino)-1H-benzo[d]imidazole-5-carboxylic acid